C1=CC=CC=2C3=CC=CC=C3C(C12)COC(=O)N[C@H](C(=O)N[C@H](C(=O)NC1=CC=C(CN2C=C(C=C2)C(=O)OC)C=C1)CCCNC(=O)N)C(C)C methyl 1-(4-((S)-2-((S)-2-((((9H-fluoren-9-yl)methoxy)carbonyl)amino)-3-methylbutanamido)-5-ureidopentanamido)benzyl)-1H-pyrrole-3-carboxylate